2-(2-propenyl)-6-methylphenol C(C=C)C1=C(C(=CC=C1)C)O